(R/S)-naphthyl-ethanol C1(=CC=CC2=CC=CC=C12)[C@@H](C)O |r|